C(C)(C)(C)C=1C(=NN2C(=NN=CC21)C2=NOC(=C2)C)OCC2=NC=C(C(=O)NN1CCOCC1)C=C2 6-((3-tert-butyl-7-(5-methylisoxazol-3-yl)pyrazolo[1,5-d][1,2,4]triazin-2-yl-oxy)methyl)-N-morpholinonicotinamide